The molecule is a sphingomyelin 34:0 in which the N-acyl group and sphingoid base are specified as hexadecanoyl and sphinganine respectively. It has a role as a human metabolite and a mouse metabolite. It is a sphingomyelin 34:0 and a N-acylsphinganine-1-phosphocholine. It derives from a hexadecanoic acid. CCCCCCCCCCCCCCC[C@H]([C@H](COP(=O)([O-])OCC[N+](C)(C)C)NC(=O)CCCCCCCCCCCCCCC)O